4-(1-ethoxyethenyl)-6-{[(3S)-3-methylpiperidin-1-yl]methyl}-2,3-dihydroisoindol-1-one C(C)OC(=C)C1=C2CNC(C2=CC(=C1)CN1C[C@H](CCC1)C)=O